(1R,3S,4S)-3-amino-4-fluorocyclohexane-1-ol hydrochloride Cl.N[C@H]1C[C@@H](CC[C@@H]1F)O